ethyl 2-((1S,3S)-1-(((cis-4-(4-methoxypyrimidin-2-yl)cyclohexyl)oxy)methyl)-3-(methylsulfonamido)cyclopentyl)oxazole-4-carboxylate COC1=NC(=NC=C1)[C@H]1CC[C@H](CC1)OC[C@]1(C[C@H](CC1)NS(=O)(=O)C)C=1OC=C(N1)C(=O)OCC